1-(2-hydroxy-6-(5-(p-tolyl)-1H-imidazol-2-yl)piperidin-1-yl)-2-(methylthio)propan-1-one OC1N(C(CCC1)C=1NC(=CN1)C1=CC=C(C=C1)C)C(C(C)SC)=O